(oxazol-2-ylmethyl)carbamate O1C(=NC=C1)CNC([O-])=O